C(C1=CC=CC=C1)OC[C@H]1OCC(CN(C1)C(=O)OC(C)(C)C)S(=O)(C)=NC(=O)OC(C)(C)C tert-butyl (2S)-2-[(benzyloxy)methyl]-6-({[(tert-butoxy)carbonyl]imino}(methyl)oxo-λ6-sulfanyl)-1,4-oxazepane-4-carboxylate